C1(=CC=C(C=C1)C=1CCN(CC1)CC(C(=O)O)(S(=O)(=O)C)C)C1=CC=CC=C1 3-(4-([1,1'-biphenyl]-4-yl)-3,6-dihydropyridin-1(2H)-yl)-2-methyl-2-(methylsulfonyl)propionic acid